C(C=C)(=O)OCCOCCO 2-(2-hydroxy-ethoxy)-ethyl acrylate